FC1=C(N=CC2=C1N=C(N=C2N2CCC(CC2)C(=O)OC2=C(C=C(C=C2)F)F)OCC21CCCN1CCC2)C2=CC=CC1=CC=CC(=C21)F 2,4-difluorophenyl 1-(8-fluoro-7-(8-fluoronaphthalen-1-yl)-2-((tetrahydro-1H-pyrrolizin-7a(5H)-yl)methoxy)pyrido[4,3-d]pyrimidin-4-yl)piperidine-4-carboxylate